N-(5-(3,5-difluorobenzyl)-1H-indazol-3-yl)-4-(4-(3-((2-(2,6-dioxopiperidin-3-yl)-1,3-dioxoisoindolin-5-yl)amino)cyclopentyl)piperazin-1-yl)-2-((tetrahydro-2H-pyran-4-yl)amino)benzamide FC=1C=C(CC=2C=C3C(=NNC3=CC2)NC(C2=C(C=C(C=C2)N2CCN(CC2)C2CC(CC2)NC=2C=C3C(N(C(C3=CC2)=O)C2C(NC(CC2)=O)=O)=O)NC2CCOCC2)=O)C=C(C1)F